N-(((2S,6S)-4-(6-(6-(difluoromethyl)imidazo[1,2-b]pyridazin-3-yl)pyrimidin-4-yl)-6-(trifluoromethyl)morpholin-2-yl)methyl)methanesulfonamide FC(C=1C=CC=2N(N1)C(=CN2)C2=CC(=NC=N2)N2C[C@H](O[C@@H](C2)C(F)(F)F)CNS(=O)(=O)C)F